tertiary butyl chromate [Cr](=O)(=O)(OC(C)(C)C)[O-]